N-[3-(aminocarbonyl)-5-benzyl-2-thienyl]-2-thiophenecarboxamide NC(=O)C1=C(SC(=C1)CC1=CC=CC=C1)NC(=O)C=1SC=CC1